dipropylene glycol di-t-butyl ether C(C)(C)(C)OC(C)COC(C)COC(C)(C)C